N2-(1H-Benzo[d]imidazol-2-yl)-5-{2-[(2,4-difluorophenyl)sulfonyl]vinyl}-N4-methylpyrimidine-2,4-diamine N1C(=NC2=C1C=CC=C2)NC2=NC=C(C(=N2)NC)C=CS(=O)(=O)C2=C(C=C(C=C2)F)F